C1(=CC=C(C=C1)C1=CC(=NC2=CC=C(C=C12)CNC1CCOCC1)C)C1=CC=CC=C1 N-((4-([1,1'-biphenyl]-4-yl)-2-methylquinolin-6-yl)methyl)tetrahydro-2H-pyran-4-amine